diallylmethylethyl-ammonium ethylsulfate C(C)OS(=O)(=O)[O-].C(C=C)C(CC=C)[NH2+]CC